N3-(5-Bromo-3-(difluoromethoxy)pyridin-2-yl)-N1-cyclopropyl-3-(2-isopropylphenyl)azetidin-1,3-dicarboxamid BrC=1C=C(C(=NC1)NC(=O)C1(CN(C1)C(=O)NC1CC1)C1=C(C=CC=C1)C(C)C)OC(F)F